N-(2-chloro-6-methylphenyl)-2-((6-(((5-(2,4-dioxotetrahydropyrimidin-1(2H)-yl)pyridin-2-yl)methyl)amino)-2-methylpyrimidin-4-yl)amino)thiazole-5-carboxamide ClC1=C(C(=CC=C1)C)NC(=O)C1=CN=C(S1)NC1=NC(=NC(=C1)NCC1=NC=C(C=C1)N1C(NC(CC1)=O)=O)C